C(OC(C)OC1=C(C(=CC(=C1)CCCCC)O)C1=CC(=CC=C1)C)(OCCOC)=O 1-((6-hydroxy-3'-methyl-4-pentyl-[1,1'-biphenyl]-2-yl)oxy)ethyl (2-methoxyethyl) carbonate